2-methoxy-N-((6R,7S)-6-methyl-8-oxo-3-trifluoromethyl-6,7,8,9-tetrahydro-5-oxa-9-azabenzocyclohepten-7-yl)-N'-(2,2,3,3,3-pentafluoro-propyl)-malonamide COC(C(=O)N[C@H]1[C@H](OC2=C(NC1=O)C=CC(=C2)C(F)(F)F)C)C(=O)NCC(C(F)(F)F)(F)F